CC1=CC=CC(=N1)C1=C(N=CN1COCC[Si](C)(C)C)C=1C=C2C=C(C=NC2=CC1)NC(OC(C)(C)C)=O tert-butyl (6-(5-(6-methylpyridin-2-yl)-1-((2-(trimethylsilyl)ethoxy)methyl)-1H-imidazol-4-yl)quinolin-3-yl)carbamate